methyl (S)-2-((S)-2-((tert-butoxycarbonyl)amino)-4-fluoro-4-methylpentanamido)-3-((S)-2-oxopiperidin-3-yl)propanoate C(C)(C)(C)OC(=O)N[C@H](C(=O)N[C@H](C(=O)OC)C[C@H]1C(NCCC1)=O)CC(C)(C)F